S(=O)(=O)(C)Cl mesylChloride